1-benzyl-3-bromo-6-buten-1-ylpyridin C(C1=CC=CC=C1)N1CC(=CC=C1C=CCC)Br